N1=CC=CC2=CC(=CC=C12)N1N=CC2=C(C=CC=C12)C(C)N1CCOCC1 4-(1-(1-(quinolin-6-yl)-1h-indazol-4-yl)ethyl)morpholine